FC(C1=NN=C(O1)C1=CC(N(C=C1)CC#CC1=CC=C(C=C1)C)=O)F 4-(5-(difluoromethyl)-1,3,4-oxadiazol-2-yl)-1-(3-(p-tolyl)prop-2-yn-1-yl)pyridin-2(1H)-one